(S)-1'-ethyl-4-[(4-methoxy-3-pyridyl)[p-(trifluoromethyl)phenyl]amino][1,3'-bipiperidyl]-6'-one C(C)N1C[C@H](CCC1=O)N1CCC(CC1)N(C1=CC=C(C=C1)C(F)(F)F)C=1C=NC=CC1OC